Bis(2-ethyl-1-aziridinyl)sebacamide C(C)C1N(C1)C(C(=O)N)(CCCCCCCC(=O)N)N1C(C1)CC